C(C1=CC=CC=C1)N1C(C2N(C(C1CC1=CC=CC=C1)=O)CCN(C2)CC2=CC1=CC=CC=C1C=C2)=O 2,3-dibenzyl-8-(naphthalen-2-ylmethyl)hexahydro-1H-pyrazino[1,2-a]pyrazine-1,4(6H)-dione